(R)-N-(benzo[d]thiazol-5-ylmethyl)-4-(2-(3-fluoro-4-methylphenyl)-2H-pyrazolo[3,4-d]pyrimidin-4-yl)-1-methylpiperazine-2-carboxamide S1C=NC2=C1C=CC(=C2)CNC(=O)[C@@H]2N(CCN(C2)C=2C=1C(N=CN2)=NN(C1)C1=CC(=C(C=C1)C)F)C